C(C)OC12CC3(CC(CC(C1)C3)C2)C(=O)O 3-ethoxyadamantane-1-carboxylic acid